(R)-2-(2-(2-(4-(5-(1-(3,5-dichloropyridin-4-yl)ethoxy)-1H-indazol-3-yl)-1H-pyrazol-1-yl)ethoxy)ethoxy)acetic acid ClC=1C=NC=C(C1[C@@H](C)OC=1C=C2C(=NNC2=CC1)C=1C=NN(C1)CCOCCOCC(=O)O)Cl